C(C=C)(=O)N1[C@@H](CCCC1)C1=NC(=C2N1C=CN=C2N)C2=CC=C(C(=O)NC1=NC=CC(=C1)C#N)C=C2 (S)-4-(3-(1-Acryloylpiperidin-2-yl)-8-aminoimidazo[1,5-a]pyrazin-1-yl)-N-(4-cyanopyridin-2-yl)benzamide